COC=1C=C(C=NC1[N+](=O)[O-])OC=1C=C2C(NC=NC2=CC1)=O 6-((5-methoxy-6-nitropyridin-3-yl)oxy)quinazolin-4(3H)-one